FC=1C=C(C#N)C=C(C1)OC=1C2=C(C(=NC1)S(=O)(=O)C)C1(OCCO1)CC2 3-fluoro-5-((1-(methylsulfonyl)-5,6-dihydrospiro[cyclopenta[c]pyridine-7,2'-[1,3]dioxolan]-4-yl)oxy)benzonitrile